6-chloro-1-(tetrahydrofuran-3-yl)-1H-pyrrolo[2,3-b]pyridine-4-carbaldehyde ClC=1C=C(C2=C(N1)N(C=C2)C2COCC2)C=O